tert-butyl 4-(7-(6-(bis(4-methoxybenzyl)amino)-3-fluoro-4-methylpyridin-2-yl)-6-chloroquinazolin-4-yl)piperazine-1-carboxylate COC1=CC=C(CN(C2=CC(=C(C(=N2)C2=C(C=C3C(=NC=NC3=C2)N2CCN(CC2)C(=O)OC(C)(C)C)Cl)F)C)CC2=CC=C(C=C2)OC)C=C1